C1(=CC=CC=C1)C=1SC=C(N1)C12CC(C1)(C2)N 3-(2-phenylthiazol-4-yl)bicyclo[1.1.1]Pentane-1-amine